COC1=CC(=CC(=C1O)O)C2=[O+]C3=CC(=CC(=C3C=C2O[C@H]4[C@@H]([C@H]([C@@H]([C@H](O4)CO)O)O)O)O)O The molecule is an anthocyanin cation that is petunidin substituted at position 3 by a beta-D-glucosyl residue It has a role as a metabolite and an antioxidant. It is an anthocyanin cation, a beta-D-glucoside and an aromatic ether. It derives from a petunidin.